1-[3-Acetyl-6-[6-[(6-methyl-3-pyridinyl)amino]imidazo[4,5-c]pyridin-3-yl]-2-pyridinyl]-5-methyl-pyrazole-3-carbonitrile C(C)(=O)C=1C(=NC(=CC1)N1C=NC2=C1C=NC(=C2)NC=2C=NC(=CC2)C)N2N=C(C=C2C)C#N